N(C(=N)N)C1=CC=C(C=C1)OC(=O)C1=CN=C(S1)N1CCC(CC1)C(=O)OC 2-(4-(methoxycarbonyl)piperidin-1-yl)thiazole-5-carboxylic acid 4-guanidinophenyl ester